1,3-benzothiazol-2-amine S1C(=NC2=C1C=CC=C2)N